3-methyl-8-amino-2,3,4,5-tetrahydro-1H-benzo[d]azepin-7-ol Ethyl-propionate hydrochloride Cl.C(C)C(C(=O)OC1=CC2=C(CCN(CC2)C)C=C1N)C